2-((1S,3R)-3-((5-(4-methoxyphenyl)pyrimidin-2-yl)amino)cyclohexyl)-6-nitroisoindolin-1-one COC1=CC=C(C=C1)C=1C=NC(=NC1)N[C@H]1C[C@H](CCC1)N1C(C2=CC(=CC=C2C1)[N+](=O)[O-])=O